C(#N)C1=CC(=C(COC=2C=C(C=CC2F)C2=CC(=C(C=C2)CC(=O)O)F)C=C1)F 2-(3'-((4-cyano-2-fluorobenzyl)oxy)-3,4'-difluoro-(1,1'-biphenyl)-4-yl)acetic acid